NC1=NC(=CC(=N1)C1=NN(C=C1CC1=C(OCC(CO)O)C=CC=C1)C(F)F)Cl 3-[2-[[3-(2-amino-6-chloro-pyrimidin-4-yl)-1-(difluoromethyl)pyrazol-4-yl]methyl]phenoxy]propane-1,2-diol